OC[C@@H](COCCCCCCCCCCCCCCCCCC)OCC=1C=C(C#N)C=C(C1)OC 3-[[(1S)-1-(Hydroxymethyl)-2-octadecoxy-ethoxy]methyl]-5-methoxy-benzonitrile